(R)-alpha-phenylethylalcohol C1(=CC=CC=C1)[C@@H](C)O